C1(CC1)C1=C(C=NC(=C1)C(F)(F)F)S(=O)(=O)N1CC2(C1)CN(C2)C2CC1(COC1)C2 2-((4-cyclopropyl-6-(trifluoromethyl)pyridin-3-yl)sulfonyl)-6-(2-oxaspiro[3.3]heptan-6-yl)-2,6-diazaspiro[3.3]heptane